tert-butyl (3-((5-(2-oxoethoxy)-1-((2-(trimethylsilyl)ethoxy)methyl)-1H-benzo[d]imidazol-2-yl)thio)-propyl)carbamate O=CCOC1=CC2=C(N(C(=N2)SCCCNC(OC(C)(C)C)=O)COCC[Si](C)(C)C)C=C1